NC=1C(OC2=CC=CC=C2C1C1=C2C=NN(C2=CC=C1)C1OCCCC1)=O 3-amino-4-[1-(oxan-2-yl)indazol-4-yl]chromen-2-one